[Mg].[Ca].O water, calcium-magnesium salt